NC1=NC=CC(=C1Cl)SC=1C=2N(C(=NC1)N1CCC3([C@@H](CN(C3)C3=CC=C(C=C3)F)N)CC1)C=CN2 (S)-8-(8-((2-amino-3-chloropyridin-4-yl)thio)imidazo[1,2-c]pyrimidin-5-yl)-2-(4-fluorophenyl)-2,8-diazaspiro[4.5]decan-4-amine